[Cl].[Br] bromine chlorine